5-{2-amino-[1,2,4]triazolo-[1,5-a]pyridin-7-yl}-N-[(3R)-3-(4-chlorophenyl)-3-hydroxypropyl]-2-methyl-pyridine-3-carboxamide NC1=NN2C(C=C(C=C2)C=2C=C(C(=NC2)C)C(=O)NCC[C@@H](O)C2=CC=C(C=C2)Cl)=N1